3-(4-(tert-butoxycarbonyl)-3-fluorophenyl)propanoic acid C(C)(C)(C)OC(=O)C1=C(C=C(C=C1)CCC(=O)O)F